N-allyl-2-pyrimidylamine C(C=C)NC1=NC=CC=N1